1-(2-acetamido-6-fluorobenzyl)-3,4-dimethyl-2-oxo-N-(2,4,6-trifluorobenzyl)-1,2,3,4-tetrahydroquinazoline-7-carboxamide C(C)(=O)NC1=C(CN2C(N(C(C3=CC=C(C=C23)C(=O)NCC2=C(C=C(C=C2F)F)F)C)C)=O)C(=CC=C1)F